11-bromo-3,6,9-trioxaundecanen-1-ol BrCCOCCOCCOC=CO